(R)-2-amino-3-(3-(4-(difluoromethyl)-1-ethyl-1H-pyrazol-5-yl)-5-fluorobenzamido)propanoic acid N[C@@H](C(=O)O)CNC(C1=CC(=CC(=C1)F)C1=C(C=NN1CC)C(F)F)=O